tert-butyl (2r,4r)-4-((5-cyclopropyl-3-(2,6-difluorophenyl) isoxazol-4-yl) methoxy)-2-methylpiperidine-1-carboxylate C1(CC1)C1=C(C(=NO1)C1=C(C=CC=C1F)F)CO[C@H]1C[C@H](N(CC1)C(=O)OC(C)(C)C)C